ClC1=CC=C(C(=N1)C#N)N1[C@@H](CN(CC1)C(=O)OC(C)(C)C)CC tert-butyl (R)-4-(6-chloro-2-cyanopyridin-3-yl)-3-ethylpiperazine-1-carboxylate